O[C@H]1C=2C=CC(=NC2CC[C@@H]1[C@H]1N2C(C3=CC=CC=C13)=CN=C2)C(=O)N (5R,6R)-5-Hydroxy-6-((R)-5H-imidazo[5,1-a]isoindol-5-yl)-5,6,7,8-tetrahydrochinolin-2-carboxamid